octaanimine calcium chloride [Cl-].[Ca+2].C(CCCCCCC)=N.[Cl-]